CO[C@H]1CN(CCC1)C=1C=C2C(=CC=NC2=CC1)C(=O)O |r| rac-(R)-6-(3-methoxypiperidin-1-yl)quinoline-4-carboxylic acid